C(C)C1(COC1)COCC1=CC=C(C=C1)COCC1(COC1)CC 1,4-bis[(3-ethyl-3-oxetanylmethoxy)-methyl]benzene